2-oleoyl-1-palmitoyl-stannyl-glycerol C(CCCCCCC\C=C/CCCCCCCC)(=O)OC(C(OC(CCCCCCCCCCCCCCC)=O)[SnH3])CO